O=C1CC(CC=2C=CC=C(C12)OS(=O)(=O)C(F)(F)F)F triflic acid 8-oxo-6-fluoro-5,6,7,8-tetrahydro-naphthalen-1-yl ester